7-(sec-butoxy)-2-(1-(fluoromethyl)-2-oxabicyclo[2.1.1]hexan-4-yl)imidazo[1,2-a]pyrimidine-6-carboxylic acid C(C)(CC)OC1=NC=2N(C=C1C(=O)O)C=C(N2)C21COC(C2)(C1)CF